ClC=1C=C(C#N)C=C(C1)CCN1[C@H](C[C@@H](C1)COC1=CC=C(C=C1)S(=O)(=O)C)C 3-chloro-5-(2-((2S,4S)-2-methyl-4-((4-(methylsulfonyl)phenoxy)methyl)pyrrolidin-1-yl)ethyl)benzonitrile